1-(3-((5-chloro-2-((1-(1-isobutylazetidin-3-yl)-1H-pyrazol-4-yl)amino)pyrimidin-4-yl)amino)propyl)piperidin-2-one ClC=1C(=NC(=NC1)NC=1C=NN(C1)C1CN(C1)CC(C)C)NCCCN1C(CCCC1)=O